(R)-N-(2,5-dichloro-4-(9-(1-fluoro-2-methylpropan-2-yl)-3,9-diazaspiro[5.5]undecane-3-yl)phenyl)-6-(3-(2,3-difluorophenyl)isoxazolidin-2-yl)pyrimidin-4-amine ClC1=C(C=C(C(=C1)N1CCC2(CC1)CCN(CC2)C(CF)(C)C)Cl)NC2=NC=NC(=C2)N2OCC[C@@H]2C2=C(C(=CC=C2)F)F